NCC1=CC(=C2C(NC(C2=C1OC)=O)C1=C(C=CC(=C1)F)Cl)C1=C(C(=O)N)C=C(C=C1C(F)(F)F)F [6-(aminomethyl)-3-(2-chloro-5-fluorophenyl)-7-methoxy-1-oxo-2,3-dihydro-1H-isoindol-4-yl]-5-fluoro-3-(trifluoromethyl)benzamide